ClC1=CC=C(O[C@H](C(=O)NOCCO)C)C=C1 (2S)-2-(4-chlorophenoxy)-N-(2-hydroxyethoxy)propanamide